4-bromo-1-((2-(trimethylsilyl)ethoxy)methyl)-1H-pyrazole-3-carboxylic acid methyl ester COC(=O)C1=NN(C=C1Br)COCC[Si](C)(C)C